CC(C(=O)O[C@@H]1[C@H](O[C@H]([C@@H]1OC(C(C)C)=O)N1C=2N=C(NC(C2N=C1)=O)NC(C(C)C)=O)COP(N(C(C)C)C(C)C)OCCC#N)C (2R,3R,4R,5R)-2-((((2-cyanoethoxy)(diisopropylamino)phosphanyl)oxy)methyl)-5-(2-isobutyramido-6-oxo-1,6-dihydro-9H-purin-9-yl)tetrahydrofuran-3,4-diyl bis(2-methylpropanoate)